OCCN(CCC(=O)OC)CCC(=O)OC N-(2-hydroxyethyl)bis[2-(methoxycarbonyl)ethyl]amine